2,6-dimethyl-1,4-phenylene-bis(4-hydroxy-3,5-dimethylbenzoate) CC1=C(C(=CC(=C1)C1=C(C(=O)[O-])C=C(C(=C1C)O)C)C)C1=C(C(=O)[O-])C=C(C(=C1C)O)C